C1(CCCC1)N1N=CC(=C1)C(=O)NC1=CC2=C(C=N1)C=C(N2)C2=CC(=NC=C2)C 1-cyclopentyl-N-(2-(2-methylpyridin-4-yl)-1H-pyrrolo[3,2-c]pyridin-6-yl)-1H-pyrazole-4-carboxamide